N1(CCC1)C1=CC=C2C3(CC=4C(=NOC4C2=C1)NS(=O)(=O)C1=C(C=C(C=C1OC)C(=O)N1[C@H]2C[C@H]2N(CCC1)C)OC)CC3 |o1:32,34| rel-N-(8'-(azetidin-1-yl)-4'H-spiro[cyclopropane-1,5'-naphtho[2,1-d]isoxazol]-3'-yl)-2,6-dimethoxy-4-((1S,7R)-6-methyl-2,6-diazabicyclo[5.1.0]octane-2-carbonyl)benzenesulfonamide